6-bromo-7-(bromomethyl)quinoline BrC=1C=C2C=CC=NC2=CC1CBr